1-Methyl-N-[5-(4-sulfamoylphenyl)-1-trityl-1H-indazol-3-yl]piperidine-4-carboxamide CN1CCC(CC1)C(=O)NC1=NN(C2=CC=C(C=C12)C1=CC=C(C=C1)S(N)(=O)=O)C(C1=CC=CC=C1)(C1=CC=CC=C1)C1=CC=CC=C1